bisallyloxysilane C(C=C)O[SiH2]OCC=C